C(C)N1N=NC=C1C1=C2C(=NC(=C1)N1[C@@H](COCC1)C)C(=NS2)C2=CC(=NN2C2OCCCC2)C (3R)-4-[7-(1-ethyl-1H-1,2,3-triazol-5-yl)-3-[3-methyl-1-(oxan-2-yl)-1H-pyrazol-5-yl]-[1,2]thiazolo[4,5-b]pyridin-5-yl]-3-methylmorpholine